BrC=1C(=NC(=NC1)NC1=C(C=C(C(=C1)C=1C=NN(C1)C)N1CCC(CC1)N1CCNCC1)OC1CC1)NC1=C(C2=CC=CC=C2C=C1)P(C)(C)=O (2-((5-bromo-2-((2-cyclopropyloxy-5-(1-methyl-1H-pyrazol-4-yl)-4-(4-(piperazin-1-yl)piperidin-1-yl)phenyl)amino)pyrimidin-4-yl)amino)naphthalen-1-yl)dimethylphosphine oxide